C(COCCOCCOCCOCCOCCOCC=O)O The molecule is a hydroxypolyether aldehyde comprising hexaethylene glycol having one of the terminal hydroxy groups substituted by formylmethoxy. It derives from a hexaethylene glycol.